C(CC=C)OB(O)O 3-butenyl-boric acid